N6-(19-amino-pentaoxanonadecanyl)-adenine NCCCCCCCCCCCCCCOOOOONC1=C2NC=NC2=NC=N1